O=C1N(CCC(N1)=O)C=1C=C(C(=O)OC)C=CC1OC Methyl 3-(2,4-dioxotetrahydropyrimidin-1(2H)-yl)-4-methoxybenzoate